N-(2-chloro-4-methyl-phenyl)-2-oxo-benzimidazole-5-sulfonamide ClC1=C(C=CC(=C1)C)NS(=O)(=O)C1=CC=2C(=NC(N2)=O)C=C1